CC1(CC1)OC=1C=C2C(=NNC2=CC1)C1=CC(=NC=C1)N1CCC(CC1)OC1CCC(CC1)CN1CCNCC1 4-[[4-[[1-[4-[5-(1-methylcyclopropoxy)-1H-indazol-3-yl]-2-pyridinyl]-4-piperidinyl]oxy]cyclohexyl]methyl]piperazin